COC1=CC=C(CN(S(=O)(=O)C2=NN(C=C2)C(C(=O)N(C)CCO)(C)C)CC2=CC=C(C=C2)OC)C=C1 2-(3-(N,N-bis(4-methoxybenzyl)sulfamoyl)-1H-pyrazol-1-yl)-N-(2-hydroxyethyl)-N,2-dimethylpropionamide